C(C1=CC=CC=C1)SCCCCN1C(C2=CC=CC=C2C1=O)=O 2-(4-(benzylthio)butyl)isoindoline-1,3-dione